FC=1C=CC=C2C(=CC=NC12)CCC 8-fluoro-4-propylquinoline